NC1=C2N=CN(C2=NC=N1)[C@@H]1O[C@@H]([C@@H]2[C@H]1OC(O2)(C)C)CO ((3aR,4R,6R,6aR)-6-(6-amino-9H-purin-9-yl)-2,2-dimethyltetrahydrofuro[3,4-d][1,3]dioxol-4-yl)methanol